4-(3-fluoro-4-(piperidin-1-yl)phenyl)thiazol-2-amine FC=1C=C(C=CC1N1CCCCC1)C=1N=C(SC1)N